CC1=NC(=CC=C1N1CCN(CC1)CC=1C=CC=2C=3N(C(NC2C1)=O)C=NN3)C(NC)=O 8-((4-(2-methyl-6-(methylcarbamoyl)pyridin-3-yl)piperazin-1-yl)methyl)-[1,2,4]triazolo[4,3-c]quinazolin-5(6H)-one